6-((5-cyanopyrazin-2-yl)amino)-4-((morpholin-2-ylmethyl)amino)pyridazine-3-carboxamide C(#N)C=1N=CC(=NC1)NC1=CC(=C(N=N1)C(=O)N)NCC1CNCCO1